5-(4-cyclopropyl-1H-imidazol-1-yl)-2-fluoro-4-methyl-N-(5H-spiro[benzo[f]tetrazolo[1,5-d][1,4]oxazepine-6,1'-cyclobutan]-8-yl)benzamide C1(CC1)C=1N=CN(C1)C=1C(=CC(=C(C(=O)NC2=CC=CC=3C=4N(CC5(CCC5)OC32)N=NN4)C1)F)C